N-((5-(5-(difluoromethyl)-1,3,4-oxadiazol-2-yl)pyridin-2-yl)methyl)-3-(3,3-difluoropyrrolidin-1-yl)-N-phenylpropane-1-sulfonamide FC(C1=NN=C(O1)C=1C=CC(=NC1)CN(S(=O)(=O)CCCN1CC(CC1)(F)F)C1=CC=CC=C1)F